OC1(CCC(CC1)=O)C 4-hydroxy-4-methylcyclohexan-1-one